Cl.ClCC=1N=C2N(C=CC=C2)C1C(F)(F)F (chloromethyl)-3-(trifluoromethyl)imidazo[1,2-a]pyridine hydrochloride